(5-chloro-6-fluoropyridin-2-yl)-2-(naphthalen-1-yl)acetamide ClC=1C=CC(=NC1F)C(C(=O)N)C1=CC=CC2=CC=CC=C12